COC1=CC=C(C=C1)CN1N=C(C=C1N)C 1-[(4-methoxyphenyl)methyl]-3-methyl-1H-pyrazol-5-amine